(3-amino-6-(phenylsulfonyl)-4,5,6,7-tetrahydropyrazolo[3,4-c]pyridin-2-yl)(1,2,3,4-tetrahydroquinolin-4-yl)methanone NC=1N(N=C2CN(CCC21)S(=O)(=O)C2=CC=CC=C2)C(=O)C2CCNC1=CC=CC=C21